ClC=1C(=C(C(=CC1)N1N=NC(=C1)C(F)(F)F)C1=CC(=NC=C1OC)OC)F 4-{3-chloro-2-fluoro-6-[4-(trifluoromethyl)-1H-1,2,3-triazol-1-yl]phenyl}-2,5-dimethoxypyridine